C(C)(CC)OC1=CC(=C(C=C1)C=C(CO)C)C 3-(4-(sec-butoxy)-2-methylphenyl)-2-methylprop-2-en-1-ol